2-(Methylsulfanyl)-3-(methylsulfinyl)-N-(1-methyl-1H-tetrazol-5-yl)-4-(trifluoromethyl)benzamide CSC1=C(C(=O)NC2=NN=NN2C)C=CC(=C1S(=O)C)C(F)(F)F